NC1=C2C(=NC=N1)N(N=C2C2=CC(=CC=C2)O)C(C)C2=NC1=CC=CC(=C1C(N2C2CCC2)=O)F 2-(1-(4-amino-3-(3-hydroxyphenyl)-1H-pyrazolo[3,4-d]pyrimidin-1-yl)ethyl)-3-cyclobutyl-5-fluoroquinazolin-4(3H)-one